C(C1=CC=CC=C1)(=O)OC[C@@H]1O[C@@H]([C@H]([C@@H]1OC(C1=CC=CC=C1)=O)OC(=S)OC1=CC=CC=C1)N1C(NC(C(=C1)C)=O)=O ((2S,3R,4S,5S)-3-(benzoyloxy)-5-(5-methyl-2,4-dioxo-3,4-dihydropyrimidin-1(2H)-yl)-4-((phenoxy-carbonothioyl)oxy)tetrahydrofuran-2-yl)methyl benzoate